Methyl 2-[5-[(1,3-dihydro-4-hydroxy-1-oxo-2H-inden-2-ylidene)methyl]-2-furanyl]benzoate OC1=C2CC(C(C2=CC=C1)=O)=CC1=CC=C(O1)C1=C(C(=O)OC)C=CC=C1